CN=C=O Isocyanic acid, methyl ester